5-(2-Fluoro-6-methylphenyl)-3-(1-methyl-1H-pyrazol-3-yl)-1H-pyrazolo[4,3-c]pyridazin-6(5H)-on FC1=C(C(=CC=C1)C)N1N=C2C(=CC1=O)NN=C2C2=NN(C=C2)C